C1(CCCC1)NC1=CC(=NC=C1)NC=1SC2=C(N1)C=CC(=C2)C#N 2-((4-(cyclopentylamino)-pyridin-2-yl)amino)benzo-[d]thiazole-6-carbonitrile